N-methyl-2-[2-(methylcarbamoyl)phenyl]-1-(2-oxo-3,4-dihydro-1H-quinolin-6-yl)benzimidazole-5-carboxamide CNC(=O)C1=CC2=C(N(C(=N2)C2=C(C=CC=C2)C(NC)=O)C=2C=C3CCC(NC3=CC2)=O)C=C1